di(xylyl)4,4'-biphenyl C1(=C(C(=CC=C1)C)C)C1=CC=C(C=C1)C1=CC=C(C=C1)C1=C(C(=CC=C1)C)C